8-(4-(3-(14-amino-3,6,9,12-tetraoxatetradecyl)ureido)phenyl)-N-(tert-butyl)-1-(3,5-dichlorophenyl)-7-methoxy-N-methyl-1,4-dihydrochromeno[4,3-c]pyrazole-3-carboxamide NCCOCCOCCOCCOCCNC(NC1=CC=C(C=C1)C1=CC2=C(C=C1OC)OCC1=C2N(N=C1C(=O)N(C)C(C)(C)C)C1=CC(=CC(=C1)Cl)Cl)=O